N-[(1S)-1-benzyl-1,3-dimethylbutyl]-8-fluoro-quinoline-3-carboxamide C(C1=CC=CC=C1)[C@@](CC(C)C)(C)NC(=O)C=1C=NC2=C(C=CC=C2C1)F